2-methyl-2-methoxy-N-(2-aminoethyl)-1-aza-2-silacyclopentane C[Si]1(N(CCC1)CCN)OC